2-(2,6-dioxopiperidin-3-yl)-1-oxo-N-(thiophen-3-yl)isoindoline-5-carboxamide O=C1NC(CCC1N1C(C2=CC=C(C=C2C1)C(=O)NC1=CSC=C1)=O)=O